(S,E)-N'-(hexahydropyrido[2,1-c][1,4]oxazin-8(1H)-ylidene)-4-methoxybenzenesulfonohydrazide C1OCCN2[C@H]1C\C(\CC2)=N\NS(=O)(=O)C2=CC=C(C=C2)OC